ClC1=C(C(=CC=C1)Cl)C1=CC2=C(N=C(N=C2)NC=2C=C(C=CC2)NC(C)=O)OC1=O N-(3-(6-(2,6-Dichlorophenyl)-7-oxo-7H-pyrano[2,3-d]pyrimidine-2-ylamino)-phenyl)-acetamide